4-(((S)-2-((2r,5S)-5-(1,3-dioxoisoindolin-2-yl)-1,3-dioxan-2-yl)-2-hydroxyethyl)amino)-2-fluorobenzonitrile O=C1N(C(C2=CC=CC=C12)=O)C1COC(OC1)[C@H](CNC1=CC(=C(C#N)C=C1)F)O